4-(4-methylphenoxy)benzyl-amine CC1=CC=C(OC2=CC=C(CN)C=C2)C=C1